2,2'-bipyridine propynyl-acrylate C(#CC)OC(C=C)=O.N1=C(C=CC=C1)C1=NC=CC=C1